(10R)-4-[2-(methoxymethoxy)phenyl]-1,5,6,8,12-pentazatricyclo[8.4.0.02,7]tetradeca-2,4,6-triene COCOC1=C(C=CC=C1)C=1C=C2N3CCNC[C@@H]3CNC2=NN1